3-Hydroxybenzoic acid OC=1C=C(C(=O)O)C=CC1